COC1=CC(=C(C=C1)N(C(OCC1=CC=CC=C1)=O)C1=CC2=C(C=N1)N(C(N2C2CCN(CC2)C)=O)C)C Benzyl (4-Methoxy-2-methylphenyl)(3-methyl-1-(1-methylpiperidin-4-yl)-2-oxo-2,3-dihydro-1H-imidazo[4,5-c]pyridin-6-yl)carbamate